1-ethylimidazolium hydrogensulfate S(=O)(=O)(O)[O-].C(C)N1C=[NH+]C=C1